tert-butyl ((S)-5-methyl-4-oxo-7-(((R)-tetrahydrofuran-3-yl)oxy)-2,3,4,5-tetrahydrobenzo[b][1,4]oxazepin-3-yl)carbamate CN1C2=C(OC[C@@H](C1=O)NC(OC(C)(C)C)=O)C=CC(=C2)O[C@H]2COCC2